CC(C[C@@H]1[C@@H]2CC[C@H](CN1C(=O)OCC[Si](C)(C)C)N2C(=O)OC(C)(C)C)=C 8-(tert-butyl) 3-(2-(trimethylsilyl)ethyl) (1S,2R,5R)-2-(2-methylallyl)-3,8-diazabicyclo[3.2.1]octane-3,8-dicarboxylate